COC1CN(C1)C(=O)C=1N=NC(=CC1)OCC=1C(=NOC1C)C=1C=NC(=CC1)C (3-methoxyazetidin-1-yl)(6-((5-methyl-3-(6-methylpyridin-3-yl)isoxazol-4-yl)methoxy)pyridazin-3-yl)methanone